5-(benzyloxy)-3-methoxy-2-styrenecarbaldehyde C(C1=CC=CC=C1)OC1=CC(=C(C(C=C)=C1)C=O)OC